CS(=O)(=O)CCCOC1=CC=C(OC2=CC(=CC=3N2C=NC3)C(=O)NN)C=C1 5-[4-(3-methylsulfonylpropoxy)phenoxy]imidazo[1,5-a]pyridine-7-carbohydrazide